1-(difluoromethyl)-4-[4-({6-[(3E)-3-[2-(dimethylamino)ethylidene]-2-oxopyrrolidin-1-yl]pyrido[3,2-d]pyrimidin-4-yl}amino)-2-methylphenoxy]pyridin-2-one FC(N1C(C=C(C=C1)OC1=C(C=C(C=C1)NC=1C2=C(N=CN1)C=CC(=N2)N2C(/C(/CC2)=C/CN(C)C)=O)C)=O)F